tert-butyl N-{5-[6-ethenyl-2-(methylsulfanyl)pyrimidin-4-yl]-1,3-thiazol-2-yl}-N-{[2-(trimethylsilyl)ethoxy]methyl}carbamate C(=C)C1=CC(=NC(=N1)SC)C1=CN=C(S1)N(C(OC(C)(C)C)=O)COCC[Si](C)(C)C